FC1=CC=C2C=CNC(C2=C1)=O 7-Fluoroisoquinolin-1(2H)-one